ClC1=CC(=C(C=C1)N1CCN(CC1)\C(\OC1=CC=CC=C1)=N/C#N)F phenyl (E)-4-(4-chloro-2-fluorophenyl)-N-cyanopiperazine-1-carbimidate